O1CCC2=C1C=C(C=C2)[C@H]([C@H]2O[C@H]([C@@H]([C@@H]2O)O)N2C=CC1=C2N=CN=C1C)O (2R,3S,4R,5R)-2-((R)-(2,3-dihydrobenzofuran-6-yl)(hydroxy)methyl)-5-(4-methyl-7H-pyrrolo[2,3-d]pyrimidin-7-yl)tetrahydrofuran-3,4-diol